N-(5-((3-cyanobicyclo(1.1.1)pentan-1-yl)methoxy)-1,3,4-thiadiazol-2-yl)-4-(2-fluoro-6-methoxyphenyl)-6-methylpyridine-3-carboxamide C(#N)C12CC(C1)(C2)COC2=NN=C(S2)NC(=O)C=2C=NC(=CC2C2=C(C=CC=C2OC)F)C